ethyl 2-((6-(3-(2-ethoxy-2-oxoethoxy)phenyl)-2,2,6-trimethyl-7-(2-(methyl-d3)-hydrazineyl)-7-oxoheptyl)sulfonyl)acetate C(C)OC(COC=1C=C(C=CC1)C(CCCC(CS(=O)(=O)CC(=O)OCC)(C)C)(C(=O)NNC([2H])([2H])[2H])C)=O